α,α-dichloroethylcyclopropane ClC(C)(Cl)C1CC1